tert-butyl (S)-4-(7-bromo-6-chloro-2,8-difluoroquinazolin-4-yl)-2-(cyanomethyl)piperazine-1-carboxylate BrC1=C(C=C2C(=NC(=NC2=C1F)F)N1C[C@@H](N(CC1)C(=O)OC(C)(C)C)CC#N)Cl